COC=1C=C(CNC2=NC3=CC=CC=C3C(=N2)NCCO)C=CC1 2-((2-((3-methoxybenzyl)amino)quinazolin-4-yl)amino)ethan-1-ol